2,2,2-trifluoroethyl methyl-L-phenylalaninate hydrochloride Cl.CN[C@@H](CC1=CC=CC=C1)C(=O)OCC(F)(F)F